5-((5-hydroxy-8-methoxy-2,2-dimethyl-7-(3-methylbut-2-en-1-yl)-6-oxo-2H,6H-pyrano[3,2-B]xanthen-9-yl)oxy)pentanoic acid OC1=C2C(=CC=3OC=4C=C(C(=C(C4C(C13)=O)CC=C(C)C)OC)OCCCCC(=O)O)OC(C=C2)(C)C